FC(C=1OC(=NN1)N1[C@H](C2=C(CC1)NC=N2)C2=NN1C(C(=CC=C1)OC)=C2)F (R)-2-(difluoromethyl)-5-(4-(4-methoxypyrazolo[1,5-a]pyridin-2-yl)-1,4,6,7-tetrahydro-5H-imidazo[4,5-c]pyridin-5-yl)-1,3,4-oxadiazole